BrC1=NC(=CC=C1)C1=NN=CN1C=1C=NC=CC1 2-bromo-6-(4-(pyridin-3-yl)-4H-1,2,4-triazol-3-yl)pyridine